ethyl 5-bromo-2-chloropyrimidine-4-carboxylate BrC=1C(=NC(=NC1)Cl)C(=O)OCC